(R)-N-(2-(1-ethyl-7-oxa-1-azaspiro[4.4]non-3-en-4-yl)thieno[2,3-b]pyridin-4-yl)benzo[d]thiazol-5-amine C(C)N1CC=C([C@]12COCC2)C2=CC=1C(=NC=CC1NC=1C=CC3=C(N=CS3)C1)S2